(1R,4R,7R)-2-{2-[1-(cyclopropylmethyl)-6-(oxacyclohex-4-yl)-1H-pyrrolo[2,3-b]pyridin-2-yl]-7-methoxy-1-methyl-1H-1,3-benzodiazole-5-carbonyl}-2-azabicyclo[2.2.1]heptan-7-amine C1(CC1)CN1C(=CC=2C1=NC(=CC2)C2CCOCC2)C2=NC1=C(N2C)C(=CC(=C1)C(=O)N1[C@@H]2CC[C@H](C1)[C@H]2N)OC